C(N)(=O)C1=C(OCC(=O)C2=C(N(C(=C2)C)CCC(=O)OC)C)C=CC=C1 methyl 3-[3-[2-(2-carbamoylphenoxy)acetyl]-2,5-dimethylpyrrol-1-yl]propanoate